4-[4-bromo-6-(2-chloro-6-methyl-benzyl)-3-hydroxy-pyridin-2-yl]-4-oxo-butyric acid ethyl ester C(C)OC(CCC(=O)C1=NC(=CC(=C1O)Br)CC1=C(C=CC=C1C)Cl)=O